C(N)(=S)C1CCC2(CCN(CC2)C(=O)OC(C)(C)C)CC1 tert-butyl 9-carbamothioyl-3-azaspiro[5.5]undecane-3-carboxylate